1-(4-(2-bromophenyl)piperazin-1-yl)ethanone BrC1=C(C=CC=C1)N1CCN(CC1)C(C)=O